tetraethylene sulfate salt S(=O)(=O)(O)O.C=C.C=C.C=C.C=C